tert-butyl (4aS,7aR)-4a-(((7-chloro-8-fluoro-4-(1,4-oxazepan-4-yl)pyrido[4,3-d]pyrimidin-2-yl)oxy)methyl)octahydro-1H-cyclopenta[b]pyridine-1-carboxylate ClC1=C(C=2N=C(N=C(C2C=N1)N1CCOCCC1)OC[C@]12[C@H](N(CCC1)C(=O)OC(C)(C)C)CCC2)F